(2R,4S)-2,4-bis(((tert-butyldimethylsilyl)oxy)methyl)azetidine [Si](C)(C)(C(C)(C)C)OC[C@@H]1N[C@@H](C1)CO[Si](C)(C)C(C)(C)C